Cl.ClC=1SC2=C(C1)C=CC(=C2)C2=NN1C(CN[C@@H](C1)C)=C2C2=CC=NC=C2 |r| rac-(RS)-2-(2-chloro-1-benzothiophen-6-yl)-6-methyl-3-(pyridin-4-yl)-4,5,6,7-tetrahydropyrazolo[1,5-a]pyrazine hydrochloride